3,3'-dibromo-2,2'-bithiophene BrC1=C(SC=C1)C=1SC=CC1Br